methyl (S)-1-(4-(1-(2,6-dichlorophenyl)azetidin-3-yl)-benzyl)pyrrolidine-3-carboxylate ClC1=C(C(=CC=C1)Cl)N1CC(C1)C1=CC=C(CN2C[C@H](CC2)C(=O)OC)C=C1